NC[C@@H]1CN(CCC1)C1=CC=C(N=N1)C1=C(C=C(C=C1C)C)O 2-[6-[(3R)-3-(aminomethyl)-1-piperidyl]pyridazin-3-yl]-3,5-dimethyl-phenol